(5S)-5-[[(Z)-(4-amino-8-chloro-5,5-dimethyl-benzo[h]quinazolin-6-ylidene)amino]oxymethyl]-3-methyl-oxazolidin-2-one NC1=NC=NC=2C3=C(\C(\C(C12)(C)C)=N/OC[C@@H]1CN(C(O1)=O)C)C=C(C=C3)Cl